oxepin sodium [Na].O1C=CC=CC=C1